N-(3,4-Dimethoxyphenyl)-N1-(3-fluorophenyl)-6-morpholin-4-yl-[1,3,5]triazine-2,4-diamine COC=1C=C(C=CC1OC)NC1N(C(=NC(=N1)N)N1CCOCC1)C1=CC(=CC=C1)F